O1C=C(C2=C1C=CC=C2)C[C@H](N)C(=O)O |r| β-(3-benzofuranyl)-DL-alanine